FC=1C=C(COC2=CC=C(C3=C2OCO3)CN[C@H](C(=O)N)C)C=CC1F (S)-2-{[7-(3,4-difluorobenzyloxy)benzo[d][1,3]dioxol-4-yl]methylamino}propanamide